CC1(C(N(C2=CC=CC=C12)C=1C=C(CC2=NNC(C3=CC=CC=C23)=O)C=CC1F)=O)C 4-(3-(3,3-Dimethyl-2-oxoindolin-1-yl)-4-fluorobenzyl)phthalazin-1(2H)-on